10,16-dimethyl-heptadecanoic acid CC(CCCCCCCCC(=O)O)CCCCCC(C)C